N-(5-bromopyrimidin-2-yl)-3-((4-(trifluoromethyl)phenyl)amino)pentanamide BrC=1C=NC(=NC1)NC(CC(CC)NC1=CC=C(C=C1)C(F)(F)F)=O